FC=1C=C(C=C(C1)F)[C@@H]1CC[C@H]2OC3(C(N21)=O)CCN(CC3)C(=O)C=3C=NC(=CC3)C (5'S,7a'R)-5'-(3,5-difluorophenyl)-1-(6-methylpyridine-3-carbonyl)tetrahydro-3'H-spiro[piperidine-4,2'-pyrrolo[2,1-b]-[1,3]oxazol]-3'-one